C(C)(=O)OC(C1=CC(=CC=C1CC1NC(CC2=CC(=C(C=C12)OCC1=CC=CC=C1)OC([2H])([2H])[2H])([2H])[2H])OC)OCC1=CC=CC=C1 (Benzyloxy)-6-((7-(benzyloxy)-6-(methoxy-d3)-1,2,3,4-tetrahydroisoquinolin-1-yl-3,3-d2) methyl)-3-methoxybenzyl acetate